ethyl 4-(bromomethyl)-4-fluorocyclohexane-1-carboxylate BrCC1(CCC(CC1)C(=O)OCC)F